(3-{4-[5-(cyclopropylethynyl)pyrazin-2-yl]-6-oxo-1,6-dihydropyrimidin-2-yl}-4-(trifluoromethyl)benzyl)isobutyramide C1(CC1)C#CC=1N=CC(=NC1)C=1N=C(NC(C1)=O)C=1C=C(CC(C(=O)N)(C)C)C=CC1C(F)(F)F